2-Bromo-5-methylthiazole-4-carboxylic acid methyl ester COC(=O)C=1N=C(SC1C)Br